C(N)(=O)C(CN1C(C=2C=CC3=C(C2C1)C=C(C=C3)C=3C=CC(=C(C(=O)NC)C3)O)=O)=C 5-[2-(2-carbamoyl-2-methylideneethyl)-3-oxo-1H,2H,3H-benzo[e]isoindol-8-yl]2-hydroxy-N-methylbenzamide